6-methoxy-N2,N2-dimethyl-N4-(5-methyl-1H-pyrazol-3-yl)-7-(3-(pyrrolidin-1-yl)propoxy)quinazoline-2,4-diamine COC=1C=C2C(=NC(=NC2=CC1OCCCN1CCCC1)N(C)C)NC1=NNC(=C1)C